NC1=C2N=CN(C2=NC=N1)[C@H]1C[C@@H](CO1)O.[Co] cobalt (2R,3S,5R)-5-(6-aminopurin-9-yl)-3-hydroxytetrahydrofuran